FC=1C=C(C=CC1C(F)(F)F)CC(=O)NC1=CC=C(C=C1)C1=NC=NC2=CC(=C(C=C12)OC)OCC1CCNCC1 2-(3-fluoro-4-(trifluoromethyl)phenyl)-N-(4-(6-methoxy-7-(piperidin-4-ylmethoxy)quinazoline-4-yl)phenyl)acetamide